2-((6-((6-((3R,5S)-3-amino-4,4-difluoro-5-methylpiperidin-1-yl)-3-chloro-5-cyanopyridin-2-yl)amino)-1-methyl-2-oxo-1,2-dihydroquinolin-3-yl)oxy)-N-methylacetamide N[C@@H]1CN(C[C@@H](C1(F)F)C)C1=C(C=C(C(=N1)NC=1C=C2C=C(C(N(C2=CC1)C)=O)OCC(=O)NC)Cl)C#N